C(C)(C)(C)OC(N(C)C=1C=[N+](C(=C(C1)SCC)C=1C=C2C(=CN1)N(N=C2)CC(C(F)(F)F)(F)F)[O-])=O.CC=2C=C(C=CC2C)C(C)C2=CC(=C(C=C2)C)C 1,1-bis(3,4-dimethylphenyl)ethane tert-butyl-N-[5-ethylsulfanyl-1-oxido-6-[1-(2,2,3,3,3-pentafluoropropyl)pyrazolo[3,4-c]pyridin-5-yl]pyridin-1-ium-3-yl]-N-methyl-carbamate